ClC1=NC=CC(=C1)C=1C=NC2=CC=CC=C2C1 3-(2-chloropyridin-4-yl)quinoline